3-[(tert-butoxycarbonyl)amino]-2-(3-{[(tert-butoxycarbonyl)amino]methyl}phenyl)-propanoic acid C(C)(C)(C)OC(=O)NCC(C(=O)O)C1=CC(=CC=C1)CNC(=O)OC(C)(C)C